C=1N=CN2C1C1=CC=CC=C1[C@H]2[C@H]2[C@@H](C=1C=NN(C1CC2)C)O (4S,5S)-5-((R)-5H-Imidazo[5,1-a]isoindol-5-yl)-1-methyl-4,5,6,7-tetrahydro-1H-indazol-4-ol